IC=1C=C(C=C(C1)C(F)(F)F)CCC(=O)O 3-(3-iodo-5-(trifluoromethyl)phenyl)propanoic acid